ClC1=CC(=NC(=C1O)Cl)C(=O)NC1=C2C(N(C(=NC2=C(C=C1)F)C)CC1=NN(C2=CC=CC=C12)C)=O 4,6-dichloro-N-(8-fluoro-2-methyl-3-((1-methyl-1H-indazol-3-yl)methyl)-4-oxo-3,4-dihydroquinazolin-5-yl)-5-hydroxypicolinamide